3-(4-((10-(4-(3-(4-chloro-3-ethyl-1H-pyrrolo[2,3-b]pyridin-5-yl)phenyl)-3-oxopiperazin-1-yl)-10-oxodecyl)oxy)-1-oxoisoindolin-2-yl)piperidine-2,6-dione ClC1=C2C(=NC=C1C=1C=C(C=CC1)N1C(CN(CC1)C(CCCCCCCCCOC1=C3CN(C(C3=CC=C1)=O)C1C(NC(CC1)=O)=O)=O)=O)NC=C2CC